C1(CC1)C=1C(=NON1)C(=O)N[C@@H](C1CCC(CC1)(F)F)C1=NC2=C(N1)C=CC(=C2)[C@H](NC(C(CC2CC2)(F)F)=O)C2CC2 4-Cyclopropyl-N-((S)-(5-((R)-cyclopropyl(3-cyclopropyl-2,2-difluoropropanamido)methyl)-1H-benzo[d]imidazol-2-yl)(4,4-difluorocyclohexyl)methyl)-1,2,5-oxadiazole-3-carboxamide